CC1=NN(C=N1)C1=CC=C(C=N1)NC(OCC1OC2=C(C3=C(N=C(S3)C3=C4N=CC(=NC4=CC(=C3)C)OC)C(=C2)C)OC1)=O (2-(2-methoxy-7-methylquinoxalin-5-yl)-4-methyl-7,8-dihydro-[1,4]dioxino[2',3':3,4]benzo[1,2-d]thiazol-7-yl)methyl (6-(3-methyl-1H-1,2,4-triazol-1-yl)pyridin-3-yl)carbamate